F[C@H]1CN(CC1)C1=CC=C(C=N1)C=1SC=2C(N(CCC2N1)C=1C=NN(C1)C)=O (R)-2-(6-(3-fluoropyrrolidin-1-yl)pyridin-3-yl)-5-(1-methyl-1H-pyrazol-4-yl)-6,7-dihydrothiazolo[5,4-c]pyridin-4(5H)-one